BrC=1C2=C(C(=NC1)C(=O)O)N=CN2 7-bromo-1H-imidazo[4,5-c]pyridine-4-carboxylic acid